NC1=C(C=CC=C1)C(C(=O)N)=CC1=CC=C(C=C1)NC1=NC=C(C(=N1)N[C@@H]1CC[C@H](CC1)O)C1=CC=CC=C1 2-aminophenyl-3-(4-((4-(((trans)-4-hydroxycyclohexyl)amino)-5-phenylpyrimidin-2-yl)amino)phenyl)acrylamide